8-phenyl-8-methoxyazelaic acid C1(=CC=CC=C1)C(CCCCCCC(=O)O)(C(=O)O)OC